OCCOC(C1=CC=C(C(=O)[O-])C=C1)=O Mono-(2-hydroxyethyl)-terephthalat